4-((3-nitropyridin-2-yl)amino)piperidine-1-carboxylic acid tert-butyl ester C(C)(C)(C)OC(=O)N1CCC(CC1)NC1=NC=CC=C1[N+](=O)[O-]